N,N-diethyl-1-[[4-[5-(trifluoromethyl)-1,2,4-oxadiazol-3-yl]phenyl]methyl]pyrazole-4-carboxamide C(C)N(C(=O)C=1C=NN(C1)CC1=CC=C(C=C1)C1=NOC(=N1)C(F)(F)F)CC